ClC=1C=C(C(=O)N(CC2CC2)C(C)C2=NC=CN=C2Cl)C=C(C1)S(=O)(=O)C1=CC=C(C=C1)F 3-chloro-N-[1-(3-chloropyrazin-2-yl)ethyl]N-(cyclopropylmethyl)-5-(4-fluorophenyl)sulfonyl-benzamide